N[C@@H](CCC(=O)O)C(=O)O.C(CC(O)(C(=O)O)CC(=O)O)(=O)O citric acid-glutamic acid salt